methyl methacrylate METHYL-ACRYLATE COC(C=C)=O.C(C(=C)C)(=O)OC